[Fe].[Fe].[Fe].[Fe].C(C)S(CC)(CC)CC tetraethyl-sulfur tetrairon